ClC[C@@H](CC#N)O (R)-4-chloro-3-hydroxy-butyronitrile